C(C)C=1SC=C2C1OCCO2 2-ethyl-3,4-ethylenedioxythiophene